(2-amino-3-iodo-5-methyl-phenyl)-(2-chloro-7,8-dihydro-5H-1,6-naphthyridin-6-yl)methanone NC1=C(C=C(C=C1I)C)C(=O)N1CC=2C=CC(=NC2CC1)Cl